(R)-ethyl 2-(2-((6-(1-aminoisoquinolin-5-yl)-2,3-dihydro-1H-inden-1-yl)oxy)-3-cyanophenyl)acetate NC1=NC=CC2=C(C=CC=C12)C1=CC=C2CC[C@H](C2=C1)OC1=C(C=CC=C1C#N)CC(=O)OCC